ClC1=CC=C(C=C1)[C@H](C)OC=1C=C(NC1C(NC)=O)C(=O)OCC ethyl (S)-4-(1-(4-chlorophenyl) ethoxy)-5-(methylcarbamoyl)-1H-pyrrole-2-carboxylate